4-[4-[tert-butoxycarbonyl(cyclopropyl)amino]-1-piperidyl]-2-methoxy-pyrazolo[1,5-a]pyridine-7-carboxylic acid C(C)(C)(C)OC(=O)N(C1CCN(CC1)C=1C=2N(C(=CC1)C(=O)O)N=C(C2)OC)C2CC2